N-(8-methyl-2-oxo-1,2,3,4-tetrahydroquinolin-6-yl)-3-(o-tolyl)isonicotinamide CC=1C=C(C=C2CCC(NC12)=O)NC(C1=C(C=NC=C1)C1=C(C=CC=C1)C)=O